vinyl hydroxyvalerate OC(C(=O)OC=C)CCC